1-(4-(4-amino-7-cyclopropyl-7H-pyrrolo[2,3-d]pyrimidin-5-yl)-2,3-dihydrobenzofuran-7-yl)-3-(5-(1-(trifluorometh-yl)cyclopropyl)isoxazol-3-yl)urea NC=1C2=C(N=CN1)N(C=C2C2=CC=C(C1=C2CCO1)NC(=O)NC1=NOC(=C1)C1(CC1)C(F)(F)F)C1CC1